BrC=1C=C2C(=NC1)C(CO2)NC(=O)C2=CC(=NC=C2)C N-[6-bromo-2h,3h-furo[3,2-b]pyridin-3-yl]-2-methylpyridine-4-carboxamide